ClC=1C=C(C=2N(N1)C(=CN2)C(C)C)NCC2=C(C=CC=C2F)F 6-chloro-N-(2,6-difluorobenzyl)-3-isopropylimidazo[1,2-b]pyridazin-8-amine